ClC1=NC(=NC=C1C#N)SC 4-chloro-2-(methylsulfanyl)pyrimidine-5-carbonitrile